bis(benzonitrile) chloride [Cl-].C(C1=CC=CC=C1)#N.C(C1=CC=CC=C1)#N